CS(=O)(=O)OC1CC(C1)NC(=O)OC(C)(C)C [3-(tert-butoxycarbonyl-amino)cyclobutyl] methanesulfonate